C1(CC1)CN1C(=CC2=CC=CC(=C12)CCC)C1=NC2=C(N1C)C(=CC(=C2)C(=O)N2[C@@H]1CC[C@H](C2)[C@H]1N)OC (1R,4R,7R)-2-{2-[1-(cyclopropylmethyl)-7-propyl-1H-indol-2-yl]-7-methoxy-1-methyl-1H-1,3-benzodiazole-5-carbonyl}-2-azabicyclo[2.2.1]heptan-7-amine